6-bromo-2-oxobenzo[cd]indol BrC=1C=2C3=C(C(NC3=CC1)=O)C=CC2